F[C@H]1C[C@@H](N(C1)C(=O)OC(C)(C)C)C(NC1=CC=C(C=C1)C1=NC=CC=N1)=O tert-butyl (2R,4S)-4-fluoro-2-[(4-pyrimidin-2-ylphenyl)carbamoyl]pyrrolidine-1-carboxylate